1-(6-(1-(3-(3-((4-((5-chloropyrimidin-2-yl)amino)piperidin-1-yl)sulfonyl)phenyl)-2,2-dimethylpropyl)piperidin-4-yl)-1-methyl-1H-indazol-3-yl)dihydropyrimidine-2,4(1H,3H)-dione ClC=1C=NC(=NC1)NC1CCN(CC1)S(=O)(=O)C=1C=C(C=CC1)CC(CN1CCC(CC1)C1=CC=C2C(=NN(C2=C1)C)N1C(NC(CC1)=O)=O)(C)C